ClC=1C=NC=CC1CC=1N=C(N(C1)COCC[Si](C)(C)C)CC(F)(F)F 3-Chloro-4-((2-(2,2,2-trifluoroethyl)-1-((2-(trimethylsilyl)ethoxy)methyl)-1H-imidazol-4-yl)methyl)pyridine